glycine barium salt [Ba+2].NCC(=O)[O-].NCC(=O)[O-]